C(#N)C1=C(C=CC=C1F)NC(OC(C)(C)C)=O tert-butyl (2-cyano-3-fluorophenyl)carbamate